NCC(C1=CC=CC=C1)NC(=S)NC=1C=C2C=CN=CC2=CC1 1-(2-amino-1-phenylethyl)-3-(isoquinolin-6-yl)thiourea